2-(4-(2-((4-bromo-3-fluorophenyl)amino)-2-oxoethoxy)-3-methoxyphenyl)-N-tert-butyl-2-oxoacetamide BrC1=C(C=C(C=C1)NC(COC1=C(C=C(C=C1)C(C(=O)NC(C)(C)C)=O)OC)=O)F